BrC1=COC2=C1C=CC(=C2)C(C)(C)C 3-bromo-6-(tert-butyl)benzofuran